C(#N)C1=NN(C=2N=C(NC(C21)=O)[C@@H]2[C@H](CC2)C2=[N+](C=CC=C2)[O-])[C@@H](C)C=2C=NC(=CC2)C(F)(F)F 2-((1S,2S)-2-(3-Cyano-4-oxo-1-((S)-1-(6-(trifluoromethyl)pyridin-3-yl)ethyl)-4,5-dihydro-1H-pyrazolo[3,4-d]pyrimidin-6-yl)cyclobutyl)pyridin-1-oxid